2-(4-(3-(1-(5-chloropyrimidin-2-yl)piperidin-4-yl)propoxy)-2-fluorophenyl)-1-(3-(hydroxymethyl)azetidin-1-yl)ethan-1-one ClC=1C=NC(=NC1)N1CCC(CC1)CCCOC1=CC(=C(C=C1)CC(=O)N1CC(C1)CO)F